ethyl-7-(hydroxymethyl)-2-(4-methoxybenzyl)-4-(trifluoromethyl)-2,5,6,7-tetrahydro-3H-cyclopenta[C]pyridazin-3-one C(C)C1CC(C2=NN(C(C(=C21)C(F)(F)F)=O)CC2=CC=C(C=C2)OC)CO